(2-chloro-4-((2-methylbenzofuran-7-yl)oxy)phenyl)[4-(((3R,6S)-6-(((methylsulfonyl)methoxy)methyl)tetrahydro-2H-pyran-3-yl)amino)-7H-pyrrolo[2,3-d]pyrimidin-5-yl]methanone ClC1=C(C=CC(=C1)OC1=CC=CC=2C=C(OC21)C)C(=O)C2=CNC=1N=CN=C(C12)N[C@H]1CO[C@@H](CC1)COCS(=O)(=O)C